[OH-].C(CCCCCCCCCCCCCCC)C[N+](C)(C)CCCCCCCCCCCCCCCC hexadecyl-(hexadecyl)trimethylammonium hydroxide